C(C1=CC=CC=C1)OCC1=NN(C(N1CC)=O)C=1C=C2C(=CN(C(C2=CC1)=O)C1=C(C=C(C=C1Cl)[N+](=O)[O-])Cl)C(=C)C 6-(3-((benzyloxy)methyl)-4-Ethyl-5-oxo-4,5-dihydro-1H-1,2,4-triazol-1-yl)-2-(2,6-dichloro-4-nitrophenyl)-4-(propane-1-En-2-yl)isoquinolin-1(2H)-one